2-[[3-bromo-5-(4-cyclopropyl-6-methoxy-pyrimidin-5-yl)-7-(trifluoromethyl)pyrazolo[4,3-d]pyrimidin-1-yl]methoxy]ethyl-trimethyl-silane BrC1=NN(C2=C1N=C(N=C2C(F)(F)F)C=2C(=NC=NC2OC)C2CC2)COCC[Si](C)(C)C